N-(9-((2R,3R,4R,5R)-5-(aminomethyl)-3-fluoro-4-hydroxytetrahydrofuran-2-yl)-6-oxo-6,9-dihydro-1H-purin-2-yl)isobutyramide hydrochloride Cl.NC[C@@H]1[C@H]([C@H]([C@@H](O1)N1C=2N=C(NC(C2N=C1)=O)NC(C(C)C)=O)F)O